pentaenone CC(C=CC)=O